6-(pyrrolidin-1-yl)nicotinonitrile N1(CCCC1)C1=NC=C(C#N)C=C1